N-(2-Hydroxypropyl)benzenesulfonamide OC(CNS(=O)(=O)C1=CC=CC=C1)C